tert-butyl 4-((8-methoxy-2-oxo-2H-[1,3]oxazino[5,4-c][1,8]naphthyridin-1(4H)-yl)methyl)piperidine-1-carboxylate COC=1C=CC=2C3=C(C=NC2N1)COC(N3CC3CCN(CC3)C(=O)OC(C)(C)C)=O